C(#N)C=1C=CC(=C2CNC(C12)=O)NS(=O)(=O)C1=CC(=CC=C1)C#CC1=NOC=C1 N-(7-cyano-1-oxo-isoindolin-4-yl)-3-(isoxazol-3-ylethynyl)benzenesulfonamide